5-formyl-tetrahydromethanopterin C(=O)N1C=2C(=O)NC(N)=NC2N[C@@H](C)C1[C@@H](C)NC1=CC=C(C[C@@H]([C@@H]([C@@H](CO[C@H]2O[C@H](COP(O[C@@H](CCC(O)=O)C(O)=O)(O)=O)[C@H]([C@H]2O)O)O)O)O)C=C1